C1(C2=C(OC=C1)C=CC1=CC=CC=C12)=O 1H-naphtho[2,1-b]pyran-1-one